4-Vinyl-Benzaldehyd butendioate C(C=CC(=O)O)(=O)O.C(=C)C1=CC=C(C=O)C=C1